N-(3-chloro-5-((2-hydroxyethyl)sulfonamido)phenyl)-4-(5-(3,3-difluoroazetidin-1-yl)-3-((5-fluoropyridin-3-yl)methoxy)pyridin-2-yl)-5-methylthiophene-2-carboxamide ClC=1C=C(C=C(C1)NS(=O)(=O)CCO)NC(=O)C=1SC(=C(C1)C1=NC=C(C=C1OCC=1C=NC=C(C1)F)N1CC(C1)(F)F)C